Cl.N[C@@H](CC(=O)OCC)C=1C=C(C=C(C1F)C)C1=C(C=C(C=C1C)C1CC1)CCCCC=C Ethyl (S)-3-amino-3-(4'-cyclopropyl-4-fluoro-2'-(hex-5-en-1-yl)-5,6'-dimethyl-[1,1'-biphenyl]-3-yl)propanoate hydrochloride